1-(8-(acryloyloxy)octyl)-3-methylimidazolium C(C=C)(=O)OCCCCCCCCN1C=[N+](C=C1)C